(E)-3-(naphthalen-2-yl)-N-(2-oxo-2-((pyridin-3-ylmethyl)amino)ethyl)acrylamide Kalium monophosphat P(=O)([O-])([O-])[O-].[K+].C1=C(C=CC2=CC=CC=C12)/C=C/C(=O)NCC(NCC=1C=NC=CC1)=O.[K+].[K+]